BrC=1C(=C(OCC[C@H]2CN(CC2)CC(=O)OCC)C=CC1)C ethyl 2-[(3S)-3-[2-(3-bromo-2-methyl-phenoxy)ethyl]pyrrolidin-1-yl]acetate